methyl (S)-1-(N-(tert-butoxycarbonyl)-O-(cyclohexylmethyl)-L-threonyl)piperidine-2-carboxylate C(C)(C)(C)OC(=O)N[C@@H]([C@H](OCC1CCCCC1)C)C(=O)N1[C@@H](CCCC1)C(=O)OC